The molecule is a hydrate that consists of dapagliflozin compounded with (S)-propylene glycol and hydrate in a (1:1:1) ratio. Used to improve glycemic control, along with diet and exercise, in adults with type 2 diabetes. It has a role as a hypoglycemic agent and a sodium-glucose transport protein subtype 2 inhibitor. It contains a dapagliflozin and a (S)-propane-1,2-diol. CCOC1=CC=C(C=C1)CC2=C(C=CC(=C2)[C@H]3[C@@H]([C@H]([C@@H]([C@H](O3)CO)O)O)O)Cl.C[C@@H](CO)O.O